5-chlorobenzoic acid isopropyl ester C(C)(C)OC(C1=CC=CC(=C1)Cl)=O